tert-butyl (R)-4-(7-(3,5-difluorophenyl)-5-(4,4,5,5-tetramethyl-1,3,2-dioxaborolan-2-yl)-7H-pyrrolo[2,3-d]pyrimidin-4-yl)-2-methylpiperazine-1-carboxylate FC=1C=C(C=C(C1)F)N1C=C(C2=C1N=CN=C2N2C[C@H](N(CC2)C(=O)OC(C)(C)C)C)B2OC(C(O2)(C)C)(C)C